S1C(=CC=C1)C1=CC=C(C2=NSN=C21)C=2SC=CC2 4,7-bis(2-thienyl)-2,1,3-benzothiadiazole